C[C@@H](CCC=C(C)C)CCO (-)-β-citronellol